FC=1C=CC=C2C(N(C(N(C12)C)=O)C=1C(=C(C=CC1)C1=C2C(=C(NC2=C(C=C1)C(=O)N)C)C)C)=O 4-(3-(8-fluoro-1-methyl-2,4-dioxo-1,2-dihydroquinazolin-3(4H)-yl)-2-methylphenyl)-2,3-dimethyl-1H-indole-7-carboxamide